4-(benzyloxy)-3-(5-(4-((2-(trimethylsilyl)ethoxy)methyl)-4H-1,2,4-triazol-3-yl)pyridin-3-yl)phenyl benzylcarbamate C(C1=CC=CC=C1)NC(OC1=CC(=C(C=C1)OCC1=CC=CC=C1)C=1C=NC=C(C1)C1=NN=CN1COCC[Si](C)(C)C)=O